7-chloro-6-fluoro-1-(2-(methylsulfonyl)phenyl)pyridino[2,3-d]pyrimidin-2,4(1H,3H)-dione ClC=1C(=CC2=C(N(C(NC2=O)=O)C2=C(C=CC=C2)S(=O)(=O)C)N1)F